2'-((6-((2-methoxyethyl)amino)pyrimidin-4-yl)amino)-4'-methyl-5'-oxo-5',6'-dihydrospiro[cyclohexane-1,7'-pyrrolo[3,4-b]pyridine] 1'-oxide COCCNC1=CC(=NC=N1)NC1=CC(=C2C(=[N+]1[O-])C1(NC2=O)CCCCC1)C